NC=1OC2=C(C=NC=C2N2C[C@@H](OC[C@H]2C)C(=O)N2[C@H](C3=C(C=C(C=C3CC2)Cl)Cl)C)N1 ((2R,5R)-4-(2-aminooxazolo[4,5-c]pyridin-7-yl)-5-methylmorpholin-2-yl)((S)-6,8-dichloro-1-methyl-3,4-dihydroisoquinolin-2(1H)-yl)methanone